[Cl-].C[N+](C)(C)CC=CC1=CC=CC=C1 trimethylammoniomethylstyrol chlorid